C(C)(C)(C)C=1C=C(CN(C(CN(S(=O)(=O)C2=C(C(=C(C(=C2F)F)F)F)F)CC=2C=NC=CC2C(F)(F)F)=O)C2=C(C=C(C(=O)O)C=C2)C2CC2)C=C(C1)C1CC1 4-(N-(3-(tert-butyl)-5-cyclopropylbenzyl)-2-(N-((4-(trifluoromethyl)pyridin-3-yl)methyl)-(2,3,4,5,6-pentafluoro-phenyl)sulfonamido)acetamido)-3-cyclopropylbenzoic acid